C1(=CC=CC=C1)C=1C2=CC=CC=C2C(=C2C=CC(=CC12)C=1C=C(C=CC1)C1=NC(=C2N1C=CC=C2)C2=NC=CC=C2)C2=CC=CC=C2 3-(3-(9,10-diphenylanthracene-2-yl)phenyl)-1-(pyridin-2-yl)imidazo[1,5-a]pyridine